N1(N=CC=C1)C=1C=NC=2CCN(CC2C1)C1=C(C=C(N=N1)C(=O)N1CC2(COC2)C1)C (6-(3-(1H-pyrazol-1-yl)-7,8-dihydro-1,6-naphthyridin-6(5H)-yl)-5-methylpyridazin-3-yl)(2-oxa-6-azaspiro[3.3]heptan-6-yl)methanone